C(C)(CC)C1C(NC2=C(CN1C(=O)C=1C=NNC1)C=CC=C2)=O 3-(sec-butyl)-4-(1H-pyrazole-4-carbonyl)-1,3,4,5-tetrahydro-2H-benzo[1,4]diazepin-2-one